9,9',9''-(6-(9H-carbazol-9-yl)-4-(3,5-dimethylphenyl)pyridine-2,3,5-triyl)tris(9H-carbazole-3,6-dicarbonitrile) C1=CC=CC=2C3=CC=CC=C3N(C12)C1=C(C(=C(C(=N1)N1C2=CC=C(C=C2C=2C=C(C=CC12)C#N)C#N)N1C2=CC=C(C=C2C=2C=C(C=CC12)C#N)C#N)C1=CC(=CC(=C1)C)C)N1C2=CC=C(C=C2C=2C=C(C=CC12)C#N)C#N